3-(4-hydroxyphenyl)indolin-2-one Tert-butyl-[(2R,3S,4S,5S)-2,3,4-tribenzyloxy-5-(benzyloxymethyl)-5-hydroxy-6-oxo-hexanoyl]piperazine-1-carboxylate C(C)(C)(C)C1(N(CCNC1)C(=O)O)C([C@@H]([C@H]([C@@H]([C@@](C=O)(O)COCC1=CC=CC=C1)OCC1=CC=CC=C1)OCC1=CC=CC=C1)OCC1=CC=CC=C1)=O.OC1=CC=C(C=C1)C1C(NC2=CC=CC=C12)=O